COC(=O)C1=CC(=NN1C)OC(F)(F)Cl 3-(chlorodifluoromethoxy)-1-methyl-1H-pyrazole-5-carboxylic acid methyl ester